3-amino-5-(3-ethylphenyl)-N-(2-(2-((2-(4-(2-fluoro-5-((4-oxo-3,4-dihydrophthalazin-1-yl)methyl)benzoyl)piperazin-1-yl)-2-oxoethyl)amino)ethoxy)ethyl)picolinamide NC=1C(=NC=C(C1)C1=CC(=CC=C1)CC)C(=O)NCCOCCNCC(=O)N1CCN(CC1)C(C1=C(C=CC(=C1)CC1=NNC(C2=CC=CC=C12)=O)F)=O